OC1CN(CC1C1N2C(C3=CC=CC=C13)=CN=C2)S(=O)(=O)N 3-Hydroxy-4-(5H-imidazo[5,1-a]isoindol-5-yl)pyrrolidin-1-sulfonamid